COC1=C2C(C=C(OC2=C(C(=C1)OC)OC)C1=CC=CC=C1)=O 5,7,8-trimethoxyflavone